COCCOC1CCC(CC1)C1=C(C(=O)N)C=C(N=C1C1=CN=CS1)C1=CN=CS1 ((1r,4r)-4-(2-methoxyethoxy)cyclohexyl)-2,6-bis(thiazol-5-yl)isonicotinamide